ClC1=C(C=CC=C1)C[C@@H](C)N(C([O-])=O)[C@@H](CC)OC 1-(2-chlorophenyl)-(R)-1-methoxypropyl-(R)-2-propylcarbamate